diphenyl-(p-hydroxyphenyl)sulfonium tert-butyl-4-(benzyloxy)-3-hydroxybenzylcarbamate C(C)(C)(C)N(C([O-])=O)CC1=CC(=C(C=C1)OCC1=CC=CC=C1)O.C1(=CC=CC=C1)[S+](C1=CC=C(C=C1)O)C1=CC=CC=C1